ClC(C(=O)O)=NO 2-chloro-2-(hydroxyimino)acetic acid